1-(5-((5-chloro-4-(3-cyclopentylphenyl)pyrimidin-2-yl)amino)pyridin-3-yl)pyrrolidin-2-one ClC=1C(=NC(=NC1)NC=1C=C(C=NC1)N1C(CCC1)=O)C1=CC(=CC=C1)C1CCCC1